6-bromo-1H-benzo[cd]indol-2-one BrC=1C=2C3=C(C(NC3=CC1)=O)C=CC2